1,4-oxazepan-4-yl-[3-(3-pyridylamino)-1-(2,2,2-trifluoroethyl)pyrazolo[4,3-c]pyridin-6-yl]methanone O1CCN(CCC1)C(=O)C1=CC2=C(C=N1)C(=NN2CC(F)(F)F)NC=2C=NC=CC2